C(#N)C=1C=C(N=NC1)N1C=C(C2=C1N=CN=C2N2[C@H](CN(CC2)C(=O)OC(C)(C)C)C)C2=C(C=CC=C2)F tert-butyl (S)-4-(7-(5-cyanopyridazin-3-yl)-5-(2-fluorophenyl)-7H-pyrrolo[2,3-d]pyrimidin-4-yl)-3-methylpiperazine-1-carboxylate